2,4,6,8-tetramethyl-2,4,6-tri-n-propylcyclotetrasiloxane C[Si]1(O[SiH](O[Si](O[Si](O1)(CCC)C)(CCC)C)C)CCC